[8-(pyridazin-4-yl)-6H-isochromeno[3,4-b]pyridin-3-yl]pyrrolidin-3-amine N1=NC=C(C=C1)C=1C=CC2=C(C1)COC1=NC(=CC=C12)N1CC(CC1)N